C(C)(C)(C)OC(=O)N[C@H](C(=O)OC)CC=1C=C2C=NNC2=C(C1)C methyl (S)-2-((tert-butoxycarbonyl)amino)-3-(7-methyl-1H-indazol-5-yl)propanoate